(R)-4-((4-isopropyl-2-methyl-3-oxo-1-oxa-4,9-diazaspiro[5.5]undecan-9-yl)methyl)benzonitrile C(C)(C)N1C([C@H](OC2(C1)CCN(CC2)CC2=CC=C(C#N)C=C2)C)=O